CC1=CC=C2C[C@H]3[C@H](OCOC3)C2=C1 |r| (4aRS,9bSR)-8-methyl-4,4a,5,9b-tetrahydroindeno[1,2-d][1,3]dioxin